tert-butyl 7-((2-cyanoethyl)amino)-2,3-dihydro-4H-benzo[b][1,4]oxazine-4-carboxylate C(#N)CCNC=1C=CC2=C(OCCN2C(=O)OC(C)(C)C)C1